1,3-dioleoyl-2-palmitoyl-glycerol C(CCCCCCC\C=C/CCCCCCCC)(=O)OCC(OC(CCCCCCCCCCCCCCC)=O)COC(CCCCCCC\C=C/CCCCCCCC)=O